C1(CCCCC1)CNC=1NC(/C(/N1)=C/C=1C=C2N=CC=NC2=CC1)=O (4Z)-2-(Cyclohexylmethylamino)-4-(quinoxalin-6-ylmethylene)-1H-imidazol-5-one